N1C=2C(C=C1)=COC2 Furo[3,4-b]pyrrole